FC(C(=O)O)(C1=CC=C(C=C1)OC(C)C)F 2,2-difluoro-2-(4-isopropoxyphenyl)acetic acid